FC1(CN(CC1)C1=NC(=NC=2N3CCOC(C3=NC12)(C)C)C=1C=NC(=NC1)N)F 5-[1-(3,3-Difluoro-pyrrolidin-1-yl)-8,8-dimethyl-5,6-dihydro-8H-7-oxa-2,4,4b,9-tetraaza-fluoren-3-yl]-pyrimidin-2-ylamine